CC(=CCC(/C=C/C=O)CCCCC)C (E)-4-(3-methylbut-2-en-1-yl)non-2-enal